ClC=1C=C(C=CC1C1CC1)[C@H]([C@@H](CN1CCCC1)NC(CC1CC2=CC=CC=C2C1)=O)O N-((1R,2R)-1-(3-chloro-4-cyclopropylphenyl)-1-hydroxy-3-(pyrrolidin-1-yl)propan-2-yl)-2-(2,3-dihydro-1H-inden-2-yl)acetamide